7-((1H-Imidazol-1-yl)methyl)-2-(6-ethyl-8-(pyrrolidin-1-yl)-1,7-naphthyridin-4-yl)-5-(1-methyl-3-(trifluoromethyl)-1H-pyrazol-4-yl)-3,4-dihydroisoquinolin-1(2H)-one N1(C=NC=C1)CC1=CC(=C2CCN(C(C2=C1)=O)C1=CC=NC2=C(N=C(C=C12)CC)N1CCCC1)C=1C(=NN(C1)C)C(F)(F)F